C(CCCCCCCC=CCCCCCCCCCCCCCCCCC(=O)[O-])(=O)[O-] heptacos-9-enedioate